6-(cyclopropylmethyl)-2-methyl-3-(1-(6-(trifluoromethyl)pyridin-3-yl)ethyl)-5,6,7,8-tetrahydropyrido[4,3-d]pyrimidin-4(3h)-one C1(CC1)CN1CC2=C(N=C(N(C2=O)C(C)C=2C=NC(=CC2)C(F)(F)F)C)CC1